N-(2-amino-2-oxo-ethyl)-3-[5,7-difluoro-2-(2,3,5,6-tetradeutero-4-fluoro-phenyl)-1H-indol-3-yl]cyclobutanecarboxamide NC(CNC(=O)C1CC(C1)C1=C(NC2=C(C=C(C=C12)F)F)C1=C(C(=C(C(=C1[2H])[2H])F)[2H])[2H])=O